ClC=1C=C(OCCN2CCN(CC2)C(C)=O)C=CC1C=1N(C2=NC=NC(=C2N1)OC1(CC1)C)CC1=NC=CC(=C1)C 1-(4-(2-(3-chloro-4-(6-(1-methylcyclopropoxy)-9-((4-methylpyridin-2-yl)methyl)-9H-purin-8-yl)phenoxy)ethyl)piperazin-1-yl)ethan-1-one